FC1CC(C1)C1=CC(=NN1)NC1=NC(=CN=C1)OC1CCN(CC1)C N-(5-((1s,3s)-3-fluorocyclobutyl)-1H-pyrazol-3-yl)-6-((1-methylpiperidin-4-yl)oxy)pyrazin-2-amine